C(C)(=O)NC1=CN(C2=CC=C(C=C12)CCC(C)(C1CCN(CC1)CC(F)(F)F)C)C(=O)OC(C)(C)C tert-butyl 3-acetamido-5-(3-methyl-3-(1-(2,2,2-trifluoroethyl)piperidin-4-yl)butyl)-1H-indole-1-carboxylate